3-(aminooxy)azetidine-1,3-dicarboxylic acid di-tert-butyl ester C(C)(C)(C)OC(=O)N1CC(C1)(C(=O)OC(C)(C)C)ON